(2R)-2-hydroxy-3-[4-[[(2'S,4S,7R)-4-hydroxy-2'-methyl-2-(trifluoromethyl)spiro[4,5-dihydrothieno[2,3-c]pyran-7,4'-piperidine]-1'-yl]methyl]pyrazol-1-yl]propenamide OC(C(=O)N)=CN1N=CC(=C1)CN1[C@H](C[C@@]2(CC1)OC[C@H](C1=C2SC(=C1)C(F)(F)F)O)C